(4,4-difluoro-1-methylcyclohexyl)methyl methanesulfonate CS(=O)(=O)OCC1(CCC(CC1)(F)F)C